1-[(2S)-but-2-yl]-N-[(4,6-dimethyl-2-oxo-1H-pyridin-3-yl)methyl]-3-methyl-6-[6-(1-piperazinyl)-3-pyridinyl]-4-indolecarboxamide C[C@@H](CC)N1C=C(C=2C(=CC(=CC12)C=1C=NC(=CC1)N1CCNCC1)C(=O)NCC=1C(NC(=CC1C)C)=O)C